CC=1C=C2C=CN=C(C2=C(C1)C)N(C(C1=CN=C(C=C1)C1=NC(=NO1)C)=O)[C@H]1CNCCC1 (R)-N-(6,8-dimethylisoquinolin-1-yl)-6-(3-methyl-1,2,4-oxadiazol-5-yl)-N-(piperidin-3-yl)nicotinamide